FC(C=1OC(=NN1)C=1SC(=CC1)CN1N=NC(=C1)C1=C(C=CC=C1)OC)F 2-(difluoromethyl)-5-[5-[[4-(2-methoxyphenyl)triazol-1-yl]methyl]thiophen-2-yl]-1,3,4-oxadiazole